N1CCC(CC1)CCC1=CC=C(C=N1)C=1N=CC2=C(N1)CCCN2C2=NN(C1=C2CN(CC1)C(C)=O)C1CCOCC1 1-[3-[2-[6-[2-(4-piperidyl)ethyl]-3-pyridyl]-7,8-dihydro-6H-pyrido[3,2-d]pyrimidin-5-yl]-1-tetrahydropyran-4-yl-6,7-dihydro-4H-pyrazolo[4,3-c]pyridin-5-yl]ethanone